tert-butyl (4-amino-3,5-diisopropylbenzyl)carbamate NC1=C(C=C(CNC(OC(C)(C)C)=O)C=C1C(C)C)C(C)C